3-hydroxymethyl-8-pentoxycarbonyl-tricyclo[5.2.1.02,6]Decane OCC1C2C3CC(C(C2CC1)C3)C(=O)OCCCCC